C(COCCOCCOCCOCCOCCCCCCCCCCCCC)O[Si](CCCS)(OCCOCCOCCOCCOCCOCCCCCCCCCCCCC)OCC 4-((3,6,9,12,15-Pentaoxaoctacosyl)oxy)-4-ethoxy-5,8,11,14,17,20-hexaoxa-4-silatritriacontan-1-thiol